N-((5-(3-Chloro-4-isopropoxyphenyl)pyrazin-2-yl)methyl)-2-(1H-pyrazol-4-yl)-6-(trifluoromethyl)pyridin-4-amine ClC=1C=C(C=CC1OC(C)C)C=1N=CC(=NC1)CNC1=CC(=NC(=C1)C(F)(F)F)C=1C=NNC1